OC(C=O)CCCC=O 2-hydroxy-hexanedialdehyde